4-[(Z)-[4-amino-8-(trans-4-aminocyclohexyloxy)-5,5-dimethyl-benzo[h]quinazolin-6-ylidene]amino]oxybutyronitrile NC1=NC=NC=2C3=C(\C(\C(C12)(C)C)=N/OCCCC#N)C=C(C=C3)O[C@@H]3CC[C@H](CC3)N